(2-(4-fluoro-1H-pyrrolo[2,3-b]pyridin-5-yl)-5-(4-methylpiperazin-1-yl)phenyl)methanol FC1=C2C(=NC=C1C1=C(C=C(C=C1)N1CCN(CC1)C)CO)NC=C2